1-bromo-10-heptyl-8,8-dimethyl-7,9-dioxa-11-thia-8-silanonadecane BrCCCCCCO[Si](OC(SCCCCCCCC)CCCCCCC)(C)C